BrC=1C=C(C(=NC1)[C@]1([C@@H](CC1)C)NS(=O)C(C)(C)C)F N-[(1S,2R)-1-(5-Bromo-3-fluoropyridin-2-yl)-2-methylcyclobutyl]-2-methylpropane-2-sulfinamide